NC1=NC=CC(=C1Cl)SC=1C([C@H](C(=NC1)N1CCC2(CC1)C(C1=CC(=CC=C1C2)C(F)(F)F)N)C)=O (S)-5-((2-amino-3-chloropyridin-4-yl)thio)-2-(1-amino-6-(trifluoromethyl)-1,3-dihydrospiro[inden-2,4'-piperidin]-1'-yl)-3-methylpyridin-4(3H)-one